C1(=CC=CC=C1)S(=O)(=O)O.CC1(COC1)COC1=CC2=C(N(C=N2)C2=NC3=C(C=CC=C3C=C2)N2CCC(CC2)N)C=C1 1-[2-[5-[(3-methyl-3-oxetanyl)methoxy]-1H-benzimidazol-1-yl]-8-quinolyl]-4-piperidinamine monobenzenesulfonate